6-bromo-2',3',5',6'-tetrahydrospiro[indolin-3,4'-pyran]-2-one BrC1=CC=C2C(=C1)NC(C21CCOCC1)=O